butyl-3-tert-butyl-4-hydroxy-pyrazol C(CCC)C1=C(C(=NN1)C(C)(C)C)O